tert-butyl (3R,9aS)-3-(4-bromo-3-chloro-phenyl)-3-hydroxy-1,4,6,7,9,9a-hexahydropyrazino[2,1-c][1,4]oxazine-8-carboxylate BrC1=C(C=C(C=C1)[C@@]1(CN2[C@H](CO1)CN(CC2)C(=O)OC(C)(C)C)O)Cl